[N+](#[C-])C(CCCCCCCC\C=C/C\C=C/CCCCC)(CCCCCCCC\C=C/C\C=C/CCCCC)S(=O)(=O)C1=CC=C(C=C1)C 1-(((6Z,9Z,28Z,31Z)-19-isocyanoheptatriaconta-6,9,28,31-tetraen-19-yl)sulfonyl)-4-methylbenzene